methyl 4-methyl-5-(2-(1-methyl-1H-pyrazol-4-yl)pyrazolo[5,1-b]thiazole-7-carboxamido)thiophene-2-carboxylate CC=1C=C(SC1NC(=O)C=1C=NN2C1SC(=C2)C=2C=NN(C2)C)C(=O)OC